C(C)OC1=C(C(=C(C=C1)C(C)(C)C1=C(C(=C(C=C1)OCC)OCC)OCC)OCC)OCC bis(triethoxyphenyl)propane